alpha-(allyloxymethyl)acrylic acid methyl ester COC(C(=C)COCC=C)=O